N-(3-((3,4-dihydro-2H-pyrimido[1,2-c]quinazolin-10-yl)oxy)-2-fluorophenyl)propane-1-sulfonamide tert-butyl-4-[4-(2,6-dibenzyloxy-3-pyridyl)phenyl]-3,6-dihydro-2H-pyridine-1-carboxylate C(C)(C)(C)OC(=O)N1CCC(=CC1)C1=CC=C(C=C1)C=1C(=NC(=CC1)OCC1=CC=CC=C1)OCC1=CC=CC=C1.N=1CCCN2C=NC=3C=CC(=CC3C21)OC=2C(=C(C=CC2)NS(=O)(=O)CCC)F